FC(OC=1C=C(C(=O)O)C=C(N1)OCCOC)F 2-(Difluoromethoxy)-6-(2-methoxyethoxy)isonicotinic acid